OCC(CO)(C)N1NC(=CC=C1)COC=1C=CC2=C(C=C(O2)C)C1 N-(1,3-dihydroxy-2-methylpropan-2-yl)-2-methyl-5-(pyridazin-3-ylmethoxy)benzofuran